oxalic acid silver [Ag].C(C(=O)O)(=O)O